2-(1H-imidazol-1-yl)-5-(5-(methyl-(piperidin-4-yl)amino)pyrazin-2-yl)pyridin-4-ol N1(C=NC=C1)C1=NC=C(C(=C1)O)C1=NC=C(N=C1)N(C1CCNCC1)C